4-amino-7-{[1-(2-fluorophenyl)-1H-pyrazol-4-yl]methyl}-5-[2-(trifluoromethyl)pyrimidin-5-yl]pyrrolo[2,1-f][1,2,4]triazine-6-carbonitrile NC1=NC=NN2C1=C(C(=C2CC=2C=NN(C2)C2=C(C=CC=C2)F)C#N)C=2C=NC(=NC2)C(F)(F)F